O=C(CN1CCC(CC1)CNC(C1=C(N=CC=C1)OC)=O)C1=CC=CC=C1 N-((1-(2-oxo-2-phenylethyl)piperidin-4-yl)methyl)-2-methoxy-nicotinamide